[Si](C)(C)(C(C)(C)C)OCCCC[Mg]Cl (4-((tert-butyldimethylsilyl)oxy)butyl)magnesium chloride